CC(C(=O)C=1OC=CC1C(=O)O)C (2-methylpropanoyl)furan-3-carboxylic acid